N-(2-((3S,4R)-3-fluoro-4-(methoxy-d3)piperidin-1-yl)pyrimidin-4-yl)-5-isopropyl-8-((2R,3S)-2-methyl-3-((methanesulfonyl)methyl)azetidin-1-yl)cinnolin-3-amine F[C@H]1CN(CC[C@H]1OC([2H])([2H])[2H])C1=NC=CC(=N1)NC=1N=NC2=C(C=CC(=C2C1)C(C)C)N1[C@@H]([C@H](C1)CS(=O)(=O)C)C